2,3-dimethoxybenzene COC1=CC=CC=C1OC